NC=1N=CC(=NC1OCC1=C(C(=CC=C1F)F)Cl)C=1C=C(C=CC1)NS(=O)(=O)CCN1CCN(CC1)C(CO)=O 2-[4-(2-hydroxy-acetyl)-piperazin-1-yl]-ethanesulfonic acid {3-[5-amino-6-(2-chloro-3,6-difluoro-benzyloxy)-pyrazin-2-yl]-phenyl}-amide